C(C1=CC=CC=C1)(=O)CC(C1=C(C=CC=C1)O)=O benzoyl-(2-hydroxybenzoyl)methane